(1s,3s)-3-((3-meth-yl-6-(1-methyl-1H-pyrazol-4-yl)isoquinolin-4-yl)oxy)-cyclobutan-1-ol CC=1N=CC2=CC=C(C=C2C1OC1CC(C1)O)C=1C=NN(C1)C